propoxylindene O(CCC)C1C=CC2=CC=CC=C12